tert-butyl 4-(methoxymethylene)-3,5-dimethyl-piperidine-1-carboxylate COC=C1C(CN(CC1C)C(=O)OC(C)(C)C)C